OCCN(CCN1C(OCC1)=O)CCO N-2-[bis(2-hydroxyethyl)-amino]ethyl-oxazolidin-2-one